3-(2-chloro-5-hydroxyphenyl)-6,7-dihydro-1,4-oxazepine-4(5H)-carbaldehyde ClC1=C(C=C(C=C1)O)C1=COCCCN1C=O